cyclohexyl((2S,5S)-2,3-dihydro-2,5-methanobenzo[f][1,4]oxazepin-4(5H)-yl)methanone C1(CCCCC1)C(=O)N1C[C@H]2OC3=C([C@@H]1C2)C=CC=C3